CN(C=1SC(=CN1)/C=C/C=C/C=1SC[C@@H](N1)C(=O)O)C (S)-2-((1E,3E)-4-(2-(dimethylamino)thiazol-5-yl)but-1,3-dien-1-yl)-4,5-dihydrothiazole-4-carboxylic acid